CC([C@@H](C(=O)N1[C@@H](C[C@H](C1)O)C(=O)NC)N1N=NC(=C1)CN(S(=O)(=O)C1=CC=C(C=C1)C)C)(C)C (2S,4R)-1-[(2S)-3,3-dimethyl-2-[4-[[methyl(p-tolylsulfonyl)amino]methyl]triazol-1-yl]butanoyl]-4-hydroxy-N-methyl-pyrrolidine-2-carboxamide